N-(1-(3-chlorophenyl)-2-hydroxyethyl)-1-(2-((3-(3-(dimethylamino)propoxy)-4-methoxyphenyl)amino)-5-methylpyrimidin-4-yl)-1H-pyrrole-3-carboxamide ClC=1C=C(C=CC1)C(CO)NC(=O)C1=CN(C=C1)C1=NC(=NC=C1C)NC1=CC(=C(C=C1)OC)OCCCN(C)C